4-(4-(2-oxo-2-(4-oxopiperidin-1-yl)ethyl)phenyl)-1H-pyrrolo[2,3-b]pyridin O=C(CC1=CC=C(C=C1)C1=C2C(=NC=C1)NC=C2)N2CCC(CC2)=O